C(C1=CC=CC=C1)OC=1C=C(C=CC1C1(OCCO1)C)CC(C(C)C)N 1-(3-(benzyloxy)-4-(2-methyl-1,3-dioxolan-2-yl)phenyl)-3-methylbutan-2-amine